COC1=C(C=C(C=C1)C1=NN=C(N1)C1=CC=CC=C1)S(=O)(=O)N1CCOCC1 ((2-methoxy-5-(5-phenyl-4H-1,2,4-triazol-3-yl)phenyl)sulfonyl)morpholine